ClC1=CN(C2=CC=C(C=C12)CN1CC(CC1)O)C1=NOC(=N1)C1=CC(=C(C=C1)OC(C)C)Cl 1-((3-chloro-1-(5-(3-chloro-4-isopropoxyphenyl)-1,2,4-oxadiazol-3-yl)-1H-indol-5-yl)methyl)pyrrolidin-3-ol